C(C=C)(=O)N1C[C@@H](O[C@@H](C1)C(F)(F)F)C1=CC(=NC(=C1)Cl)C1=CC=NC(N1C)C 6-(4-((2S,6S)-4-acryloyl-6-(trifluoromethyl)morpholin-2-yl)-6-chloropyridin-2-yl)-N,2-dimethylpyrimidine